CC([C@H]([C@H](C(CS)=O)O)O)O 5-methyl-1-thioribulose